C(#N)C1=C(C=C(C(N1C1=CC=C(C=C1)F)=O)C(=O)O)C(=C)C 6-cyano-1-(4-fluorophenyl)-2-oxo-5-(prop-1-en-2-yl)-1,2-dihydropyridine-3-carboxylic acid